2-benzenesulfonyl fluoride C1=C(C=CC=C1)S(=O)(=O)F